FC1=CC=C(C=C1)N1N=CC2=CC(=C(C=C12)C)C1N(C(CN(C1)S(=O)(=O)C1=NN(N=C1)C)C)CC(C)C 1-(4-fluorophenyl)-5-(1-isobutyl-6-methyl-4-((2-methyl-2H-1,2,3-triazol-4-yl)sulfonyl)piperazin-2-yl)-6-methyl-1H-indazole